N-1-methyl-4-nitrobenzene-1,2-diamine CNC1=C(C=C(C=C1)[N+](=O)[O-])N